ethoxybisphenol A pentaacrylate C(C=C)(=O)O.C(C=C)(=O)O.C(C=C)(=O)O.C(C=C)(=O)O.C(C=C)(=O)O.C(C)OC1=C(O)C=CC(=C1)C(C)(C)C1=CC=C(C=C1)O